C(CCCCCCCCC=C)(=O)OCC 10-undecenoic acid, ethyl ester